OC1C=2N(CCC1)N=C(C2)C(=O)NC=2C(=C(C=CC2)C2=C(C(=CC=C2)C2=NC(=C(N=C2)CNC[C@H]2NC(CC2)=O)OC)C)C 4-hydroxy-N-(3'-(6-methoxy-5-(((((S)-5-oxopyrrolidin-2-yl)methyl)amino)methyl)pyrazin-2-yl)-2,2'-dimethyl-[1,1'-biphenyl]-3-yl)-4,5,6,7-tetrahydropyrazolo[1,5-a]pyridine-2-carboxamide